[Na].C(C)(=O)OC1C(C(CC1)O)CCCCC (3-hydroxy-2-pentylcyclopentyl) acetate sodium salt